ClC1=C2C(=NC=NC2=CC=C1)N1CC(CCC1)CNS(=O)(=O)C N-((1-(5-CHLOROQUINAZOLIN-4-YL)PIPERIDIN-3-YL)METHYL)METHANESULFONAMIDE